N[C@@H]1C2=C(OC13CCN(CC3)C=3C(=NC(=C(N3)C)C3=C(C(=CC=C3)Cl)Cl)CO)C=CC=C2 (R)-(3-(3-amino-3H-spiro[benzofuran-2,4'-piperidine]-1'-yl)-6-(2,3-dichlorophenyl)-5-methylpyrazin-2-yl)methanol